dicarbazole boronate B(O)O.C1=CC=CC=2C3=CC=CC=C3NC12.C1=CC=CC=2C3=CC=CC=C3NC12